4-bromobenzyl-Magnesium Bromide BrC1=CC=C(C[Mg]Br)C=C1